C(=O)(O)C1=C(C=C(C=C1)C1=C(C=CC=C1)C=1N=CNC1)NC(=O)C1=CC=CC(=C1)O 4-{[4-carboxy-2'-(1H-imidazol-4-yl)-[1,1'-biphenyl]-3-yl]carbamoyl}-6-hydroxybenzene